4-(4-(1-((S)-1,1,1-trifluoropentan-3-yl)-1H-pyrazol-4-yl)pyrazolo[1,5-a]pyrazin-6-yl)-1H-pyrazol FC(C[C@H](CC)N1N=CC(=C1)C=1C=2N(C=C(N1)C=1C=NNC1)N=CC2)(F)F